[2-(5-Cyclopropyl-3-ethylsulfonyl-2-pyridyl)-1,3-benzoxazol-5-yl]iminooxo(trifluoromethyl)-λ6-sulfan C1(CC1)C=1C=C(C(=NC1)C=1OC2=C(N1)C=C(C=C2)N=S(C(F)(F)F)=O)S(=O)(=O)CC